CSC=1N(C(C(=CN1)NCCCCOC1=CC=CC=C1)=O)CC(=O)OCCCC butyl 2-(2-(methylthio)-6-oxo-5-((4-phenoxybutyl)amino) pyrimidin-1(6H)-yl)acetate